3-azido-4-hydroxycyclohexanecarboxylic acid ethyl ester C(C)OC(=O)C1CC(C(CC1)O)N=[N+]=[N-]